COC1=C(C=CC=C1)C(C(=O)O)N1C[C@@H](CC1)OCCCCC1=NC=2NCCCC2C=C1 2-(2-methoxyphenyl)-2-((R)-3-(4-(5,6,7,8-tetrahydro-1,8-naphthyridin-2-yl)butoxy)pyrrolidin-1-yl)acetic acid